N1C=C(C2=CC=CC=C12)C1C(N(C2=C(S1)SC(=C2)C(=O)N)CC=2SC=CC2)=O (1H-indol-3-yl)-2-oxo-1-(thiophen-2-ylmethyl)-2,3-dihydro-1H-thieno[2,3-b][1,4]thiazine-6-carboxamide